1-amino-2-(4'-nitrophenylazo)-7-phenylazo-8-hydroxy-naphthalene-3,6-disulfonic acid NC1=C(C(=CC2=CC(=C(C(=C12)O)N=NC1=CC=CC=C1)S(=O)(=O)O)S(=O)(=O)O)N=NC1=CC=C(C=C1)[N+](=O)[O-]